3-(difluoromethyl)-N-methoxy-1-methyl-N-[(2S)-1-(2,4,6-trichlorophenyl)propan-2-yl]-1H-pyrazole-4-carboxamide FC(C1=NN(C=C1C(=O)N([C@H](CC1=C(C=C(C=C1Cl)Cl)Cl)C)OC)C)F